FC1(CN(C1)C(=O)C=1N=C2N(N1)C(CC2)C(CC)(F)F)F (3,3-difluoroazetidin-1-yl)-[5-(1,1-difluoropropyl)-6,7-dihydro-5H-pyrrolo[1,2-b][1,2,4]triazol-2-yl]methanone